N-((1H-benzo[d]imidazol-2-yl)methyl)pyrazolo[1,5-a][1,3,5]triazin-4-amine N1C(=NC2=C1C=CC=C2)CNC2=NC=NC=1N2N=CC1